1,6-Dimethoxy-phenazine COC1=CC=CC2=NC3=C(C=CC=C3N=C12)OC